N[C@@H](CC1=C2C(=CC=3CCNC(C13)=O)N(C(=N2)C=2N(C1=C(C=CC=C1C2)OC)CC2CC2)C)[C@H](C)F ((2S,3S)-2-amino-3-fluorobutyl)-2-(1-(cyclopropylmethyl)-7-methoxy-1H-indol-2-yl)-1-methyl-1,6,7,8-tetrahydro-5H-imidazo[4,5-g]isoquinolin-5-one